benzyl (2S)-2-(tert-butoxycarbonylamino)-5-[[2-(methylamino)-5-nitro-3-pyridyl] amino]-5-oxo-pentanoate C(C)(C)(C)OC(=O)N[C@H](C(=O)OCC1=CC=CC=C1)CCC(=O)NC=1C(=NC=C(C1)[N+](=O)[O-])NC